P(OC1=CC=C(C=C1)CCCCCCCCC)(OC1=CC=C(C=C1)CCCCCCCCC)OC1=CC=C(C=C1)CCCCCCCCC tris-(p-nonylphenyl) phosphite